5-bromo-3-methyl-1,3-benzoxazol-2-one BrC=1C=CC2=C(N(C(O2)=O)C)C1